COC=1C=C(C=CC1C)NC(=O)C1CCC(CC1)N1C(NC2=CC(=CC(=C2C1)C)C=1OC=NN1)=O (1s,4s)-N-(3-methoxy-4-methylphenyl)-4-(5-methyl-7-(1,3,4-oxadiazol-2-yl)-2-oxo-1,2-dihydroquinazolin-3(4H)-yl)cyclohexanecarboxamide